ClC1=CC=C(C=C1)C1=C(CCC(C1)(C)C)CN1CCN(CC1)C1=NC(=C(C(=O)N)C=C1)N1C2=C(OCC1)N=C1C(=C2)C=CN1 6-(4-((4'-chloro-5,5-dimethyl-3,4,5,6-tetrahydro-[1,1'-biphenyl]-2-yl)methyl)piperazin-1-yl)-2-(2,3-dihydropyrrolo[3',2':5,6]pyrido[2,3-b][1,4]oxazin-1(6H)-yl)nicotinamide